lithium 3-methoxy-1-methyl-1H-pyrazole-5-sulfinate COC1=NN(C(=C1)S(=O)[O-])C.[Li+]